4,5,6,7-tetracyano-2-pentafluoroethylbenzimidazole lithium salt [Li].C(#N)C1=C(C(=C(C=2N=C(NC21)C(C(F)(F)F)(F)F)C#N)C#N)C#N